tert-Butyl 4-(6-chloro-2-(chloromethyl)-8-fluoro-7-(2-fluoro-6-methoxyphenyl)quinazolin-4-yl)piperazine-1-carboxylate ClC=1C=C2C(=NC(=NC2=C(C1C1=C(C=CC=C1OC)F)F)CCl)N1CCN(CC1)C(=O)OC(C)(C)C